C(C)(C)(C)OC(=O)N1CC(=CC1=O)C1=CC(=C(C=C1)C=1N=CC(=NC1)N([C@@H]1[C@@H]([C@H]2CC[C@@H](C1)N2C(=O)OC(C)(C)C)F)C)OCOC tert-butyl (1R,2S,3S,5S)-3-[(5-[4-[1-(tert-butoxycarbonyl)-5-oxo-2H-pyrrol-3-yl]-2-(methoxymethoxy)phenyl]pyrazin-2-yl)(methyl) amino]-2-fluoro-8-azabicyclo[3.2.1]octane-8-carboxylate